C(C1=CC=CC=C1)N1S(C(C(C2=C1N=C(N2C2=CC=CC=C2)SC2=CC=CC=C2)=O)C2=CC=C(C=C2)Cl)(=O)=O 1-Benzyl-3-(4-chlorophenyl)-5-phenyl-6-(phenylthio)-3,5-dihydroimidazo[4,5-c][1,2]thiazine-4(1H)-one 2,2-dioxide